NC=1C=C(C=C(C1)Cl)CC(=O)NC1=CN=CC2=CC=CC=C12 2-(3-amino-5-chloro-phenyl)-N-(4-isoquinolyl)acetamide